5,8-dibenzyl 2-(tert-butyl) (R)-6-methyl-2,5,8-triazaspiro[3.5]nonane-2,5,8-tricarboxylate C[C@H]1N(C2(CN(C2)C(=O)OC(C)(C)C)CN(C1)C(=O)OCC1=CC=CC=C1)C(=O)OCC1=CC=CC=C1